ethyl 2-[[5-[2-(3,5-dichlorophenyl)tetrazol-5-yl]-3-hydroxy-4-methyl-pyridine-2-carbonyl]amino]acetate ClC=1C=C(C=C(C1)Cl)N1N=C(N=N1)C=1C(=C(C(=NC1)C(=O)NCC(=O)OCC)O)C